methyl-oleyl taurate NCCS(=O)(=O)OCCCCCCCC\C=C/CCCCCCCCC